C(CCCCCCCCC)C1=CC=C(CCO)C=C1 4-Decyl-phenethyl alcohol